C(C)(C)(C)OC(N[C@@H]1CN(CC1)C=1C=C2N=C(C(=NC2=CC1)C1=CC=C(C=C1)OC)C1=CC=C(C=C1)C#N)=O (S)-(1-(3-(4-cyanophenyl)-2-(4-methoxyphenyl)quinoxalin-6-yl)pyrrolidin-3-yl)carbamic acid tert-butyl ester